butyl 3-(4-fluorophenyl)-3-{[6-(naphthalen-2-yl)-4-oxo-3-(trifluoromethyl)-4,5-dihydropyrazolo[1,5-a]pyrazine-2-carbonyl]amino}azetidine-1-carboxylate FC1=CC=C(C=C1)C1(CN(C1)C(=O)OCCCC)NC(=O)C1=NN2C(C(NC(=C2)C2=CC3=CC=CC=C3C=C2)=O)=C1C(F)(F)F